5-(tert-butyl)-3-isothiocyanato-1-(oxetan-3-yl)-1H-pyrazole C(C)(C)(C)C1=CC(=NN1C1COC1)N=C=S